4-((1r,4s)-4-(4-(4-((2,6-dioxopiperidin-3-yl)amino)phenyl)piperidin-1-yl)cyclohexyl)butanoic acid O=C1NC(CCC1NC1=CC=C(C=C1)C1CCN(CC1)C1CCC(CC1)CCCC(=O)O)=O